C(CCCCCCCCCCCCC)O Tetradecyl alcohol